2-[3-cyano-4-(2-methylpropoxy)phenyl]-4-methyl-5-thiazolecarboxylic acid C(#N)C=1C=C(C=CC1OCC(C)C)C=1SC(=C(N1)C)C(=O)O